BrC=1C(=NC=C(C1C(=O)OC)C)NC1=C(C(=CC=C1C)OC)C methyl 3-bromo-2-[(3-methoxy-2,6-dimethylphenyl) amino]-5-methylpyridine-4-carboxylate